BrC1=CC2=C(N(S(C23CC3)(=O)=O)CC3=CC=C(C=C3)OC)C=C1 5-bromo-1-(4-methoxybenzyl)-1H-spiro[benzo[c]isothiazole-3,1'-cyclopropane]-2,2-dioxide